OC(CNC(OC1CCC(CC1)C(N(CC12CCC(CC1)(CC2)C2=CC(=C(C=C2)OC)C)C2=NC=CC(=C2)C=2C=NN(C2)C(C)C)=O)=O)(C)C 4-((4-(1-Isopropyl-1H-pyrazol-4-yl)pyridin-2-yl)((4-(4-methoxy-3-methylphenyl)bicyclo[2.2.2]octan-1-yl)methyl) carbamoyl)cyclohexyl (2-hydroxy-2-methylpropyl)trans-carbamate